C1(CCCCC1)C1=CC=C(C=C1)NC=1C2=C(N=C(N1)N1C[C@H](OCC1)CNC([O-])=O)C(N(C2)C(C)C)=O [[(2R)-4-{4-[(4-cyclohexylphenyl)amino]-7-oxo-6-(propan-2-yl)-6,7-dihydro-5H-pyrrolo[3,4-d]pyrimidin-2-yl}morpholin-2-yl]methyl]carbamat